CBr methyl bromide